C1(C=CC(C=C1)=O)=NO cyclohexane-2,5-diene-1,4-dione oxime